OC1=CC=C(C=C1)C(=CC1=CC=C(C=C1)O)C 4,4'-dihydroxy-alpha-methylstilbene